BrC1=CC=C(C=C1)C(C(=O)OCC[Si](C)(C)C)C 2-(trimethylsilyl)ethyl 2-(4-bromophenyl)propanoate